(S)-2-Chloro-4-(8-(4-(4-(4-(4-(2,4-dioxotetra-hydropyrimidin-1(2H)-yl)phenyl)piperazin-1-yl)-[1,4'-bipiperidine]-1'-carbonyl)phenyl)-3-methyl-2,8-diazaspiro[4.5]decan-2-yl)benzonitrile ClC1=C(C#N)C=CC(=C1)N1CC2(C[C@@H]1C)CCN(CC2)C2=CC=C(C=C2)C(=O)N2CCC(CC2)N2CCC(CC2)N2CCN(CC2)C2=CC=C(C=C2)N2C(NC(CC2)=O)=O